FC(CC)(F)C=1C=C(C=CC1)NC(=O)C1C(=NN(C1=O)C1=CC=C2C(=CN(C2=C1)C)C)C N-(3-(1,1-difluoropropyl)phenyl)-1-(1,3-dimethyl-1H-indol-6-yl)-3-methyl-5-oxo-4,5-dihydro-1H-pyrazole-4-carboxamide